CN1N=CC2=C1N(C(C=1C=C(C=C(C21)C(C)NC2=C(C(=O)O)C=CC=C2)C)=O)C 2-((1-(3,4,7-trimethyl-5-oxo-4,5-dihydro-3H-pyrazolo[3,4-c]isoquinolin-9-yl)ethyl)amino)benzoic acid